2-(1-(1-((1R,5S)-bicyclo[3.3.1]nonan-9-yl)piperidin-4-yl)-5-fluoro-2-oxoindolin-3-yl)acetonitrile C12CCCC(CCC1)C2N2CCC(CC2)N2C(C(C1=CC(=CC=C21)F)CC#N)=O